(4Z)-4-(1H-Indazol-5-ylmethylene)-2-[[(1R)-2-methoxy-1-phenyl-ethyl]amino]-1H-imidazol-5-one N1N=CC2=CC(=CC=C12)\C=C\1/N=C(NC1=O)N[C@@H](COC)C1=CC=CC=C1